ethyl 2-(3-methyl-2-((1r,4r)-4-(2,2,2-trifluoroethoxy)cyclohexyl)phenyl)acetate CC=1C(=C(C=CC1)CC(=O)OCC)C1CCC(CC1)OCC(F)(F)F